Cl.Cl.Cl.C1(=CC=CC=C1)C1=C(C(=NN=N1)C1=C2C(=CC=C1C1=CC=CC=C1)N=C1C=CC3=C4C=CC=CC4=NC3=C12)C1=C(C=CC=C1)C1=CC=CC=C1 (phenyl)(biphenylyl)(phenylindolocarbazolyl)triazine trihydrochloride